2-Chloro-4-{4,4-dimethyl-9-oxo-1,10-diazatricyclo[6.4.0.02,6]dodeca-2(6),7-dien-10-yl}pyridine-3-carbaldehyde ClC1=NC=CC(=C1C=O)N1C(C2=CC=3CC(CC3N2CC1)(C)C)=O